OP(O)OP(O)O.C(C)(C)(C)C=1C=C(C=CC1C(C)(C)C)C(O)(C(CO)(CO)CO)C1=CC(=C(C=C1)C(C)(C)C)C(C)(C)C bis(3,4-di-t-butylphenyl)pentaerythritol diphosphite